(S)-2-amino-3-(4-((4-(cyclopropylamino)-5-(trifluoromethyl)pyrimidin-2-yl)amino)-3-methoxyphenyl)-N,N-dimethylpropionamide N[C@H](C(=O)N(C)C)CC1=CC(=C(C=C1)NC1=NC=C(C(=N1)NC1CC1)C(F)(F)F)OC